C(C)(C)(C)OC(=O)N1CCN(CC1)C1CCN(CC1)C1=C(C=C(C(=C1)OC)N)C=1C=NN(C1)[C@@H]1OCCCC1 |r| (±)-4-(1-(4-amino-5-methoxy-2-(1-(tetrahydro-2H-pyran-2-yl)-1H-pyrazol-4-yl)phenyl)piperidin-4-yl)piperazine-1-carboxylic acid tert-butyl ester